2-Methyl-propane-1-sulfonic acid {2-[6-amino-8-(6-iodo-indan-5-ylsulfanyl)-purin-9-yl]-ethyl}-amide NC1=C2N=C(N(C2=NC=N1)CCNS(=O)(=O)CC(C)C)SC=1C=C2CCCC2=CC1I